NC=1N=CNC1N 4,5-diaminoimidazole